The molecule is the D-enantiomer of tryptophanyl radical. It has a role as a bacterial metabolite. It is a D-amino acid radical and a tryptophanyl radical. It derives from a D-tryptophan. It is a conjugate base of a D-tryptophanyl radical cation. It is an enantiomer of a L-tryptophanyl radical. C1=CC=C2C(=C1)C(=C[N]2)C[C@H](C(=O)O)N